2-(2-(2-hydroxy-5-fluorophenyl)-2-(2-thienyl)ethyl)-1-methylpyridine bromide [Br-].OC1=C(C=C(C=C1)F)C(CC1N(C=CC=C1)C)C=1SC=CC1